3-(5-((4-(Cyclopropanecarbonyl)-3-hydroxy-2-methylphenoxy)methyl)-1,2,4-oxadiazol-3-yl)benzoic acid C1(CC1)C(=O)C1=C(C(=C(OCC2=NC(=NO2)C=2C=C(C(=O)O)C=CC2)C=C1)C)O